C(C)(C)(C)OC(=O)N1C2CC(CC1CC2)NC=2N=C(C1=C(N2)SC=N1)NC1=NNC(=C1)C tert-butyl-(3-exo)-3-((7-((5-methyl-1H-pyrazol-3-yl) amino) thiazolo[5,4-d]pyrimidin-5-yl) amino)-8-azabicyclo[3.2.1]octane-8-carboxylate